NCC[C@@H](C(=O)O)NC(=O)OC(C)(C)C (S)-4-amino-2-((tert-butoxycarbonyl)amino)butyric acid